C(CC1=NN(C(=N1)N)CCCCCCCCCCCC[Si](OCC)(OCC)OCC)C1=NN(C(=N1)N)CCCCCCCCCCCC[Si](OCC)(OCC)OCC 3,3'-ethylenebis{1-[12-(triethoxysilyl)dodecyl]-5-amino-1,2,4-triazole}